ClC1=CC(=C(COC2=NC=CC(=N2)N2C[C@@H](N(CC2)CC2=NC3=C(N2C[C@H]2OCC2)C=CC=C3)C)C=C1)F 2-{[(2S)-4-{2-[(4-Chloro-2-fluorobenzyl)oxy]pyrimidin-4-yl}-2-methylpiperazin-1-yl]methyl}-1-[(2S)-oxetan-2-ylmethyl]-1H-benzimidazol